4'-Methyl-5-(4-methylpiperazin-1-yl)-2',3',4',5'-tetrahydro-[1,1'-biphenyl]-2-amine CC1CCC(=CC1)C=1C(=CC=C(C1)N1CCN(CC1)C)N